C(C(C)C)N1C(C=C(C=C1)C1=NC=2N(C=C1)N=CC2C=2C(=NC=CC2)OC)=O 1-isobutyl-4-(3-(2-methoxypyridin-3-yl)pyrazolo[1,5-a]pyrimidin-5-yl)pyridin-2(1H)-one